8-methylnonyl 3-((4-(((1-methylpiperidin-4-yl)methyl)amino)-3-(2-octyldodecanamido)-4-oxobutyl)thio)propanoate CN1CCC(CC1)CNC(C(CCSCCC(=O)OCCCCCCCC(C)C)NC(C(CCCCCCCCCC)CCCCCCCC)=O)=O